C(=O)O.N[C@@H](C)C1=C(C=2N=C(N=C(C2S1)NCC=1OC=CC1)C1=CC=CC=C1)C1=CC=CC=C1 6-[(1S)-1-aminoethyl]-N-[(furan-2-yl)methyl]-2,7-diphenylthieno[3,2-d]pyrimidin-4-amine formate